C1(CC1)CN1CCN(CC1)C(=O)C1=CC=C(C=C1)C1=NC2=C(C=CC=C2C=C1)S(=O)(=O)N [4-[4-(cyclopropylmethyl)piperazine-1-carbonyl]phenyl]quinoline-8-sulfonamide